FC(C(F)(F)F)(F)OCl(=O)=O.[Li].ClC1=C(C=C(C=C1)F)C1NC(C2=C1C(=CC1=C(N(N=C21)C)C=O)C2=C(C(=O)N)C=C(C=C2F)C(F)(F)F)=O (6-(2-chloro-5-fluorophenyl)-3-formyl-2-methyl-8-oxo-2,6,7,8-tetrahydropyrrolo[3,4-g]indazol-5-yl)-3-fluoro-5-(trifluoromethyl)benzamide lithium pentafluoroethyl-chlorate